4-[(1S,2S)-2-[6-(2,4-dimethoxypyrimidin-5-yl)-3-fluoro-imidazo[1,2-b]pyridazin-8-yl]cyclopropyl]benzonitrile COC1=NC=C(C(=N1)OC)C=1C=C(C=2N(N1)C(=CN2)F)[C@@H]2[C@H](C2)C2=CC=C(C#N)C=C2